Lysergic Acid Amide NC(=O)[C@H]1CN(C)[C@@H]2CC3=CNC4=CC=CC(C2=C1)=C34